FC1=C(OC2=C(C=C(C=C2)NC(CC2=CC=CC=C2)=O)S(N)(=O)=O)C=CC(=C1)F N-[4-(2,4-difluorophenoxy)-3-sulfamoylphenyl]-2-phenylacetamide